3-benzyloxy-2-bromo-5-fluoro-N-(4-fluorophenyl)aniline C(C1=CC=CC=C1)OC=1C(=C(NC2=CC=C(C=C2)F)C=C(C1)F)Br